N-[3-({[(1R,2R,3S,4R)-4-[4-amino-5-(4-benzyl-1,3-thiazol-2-yl)-2-chloropyrrolo[2,3-d]pyrimidin-7-yl]-2,3-dihydroxycyclopentyl]methyl}amino)propyl]-N-[2-(4-fluorophenyl)ethyl]carbamate NC=1C2=C(N=C(N1)Cl)N(C=C2C=2SC=C(N2)CC2=CC=CC=C2)[C@H]2[C@@H]([C@@H]([C@H](C2)CNCCCN(C([O-])=O)CCC2=CC=C(C=C2)F)O)O